ClC1=C(C=C(C=C1)C#N)C=1C=C2C(=NN(C2=CC1)C(C1=CC=CC=C1)(C1=CC=CC=C1)C1=CC=CC=C1)NC(=O)[C@H]1CNCCC1 (3R)-N-[5-(2-chloro-5-cyanophenyl)-1-trityl-1H-indazol-3-yl]piperidine-3-carboxamide